FC=1C(=C2CCCC(C2=CC1)NC(OC(C)(C)C)=O)B1OC(C(O1)(C)C)(C)C tert-Butyl 6-fluoro-5-(4,4,5,5-tetramethyl-1,3,2-dioxaborolan-2-yl)-1,2,3,4-tetrahydronaphthalen-1-ylcarbamate